(3R,4S)-4-ethynyl-3-fluoro-1-((4-fluoropiperidin-4-yl)methyl)piperidine hydrochloride Cl.C(#C)[C@H]1[C@H](CN(CC1)CC1(CCNCC1)F)F